NCC1CCC(CC1)N1C2=NC(=NC=C2N=C1NC1=CC(=CC(=C1)F)F)NC1(CCOCC1)C 9-((1s,4s)-4-(aminomethyl)cyclohexyl)-N8-(3,5-difluorophenyl)-N2-(4-methyltetrahydro-2H-pyran-4-yl)-9H-purine-2,8-diamine